C(C)(C)(C)OC(=O)NC1=CC=C(C=C1)C=1SC(=CN1)C(=O)O 2-(4-((tert-butoxycarbonyl)amino)phenyl)thiazole-5-carboxylic acid